C1(CC1)N(CCC(C(=O)O)NC(C(CO)C1=CC=C(C=C1)F)=O)CCCCC1=NC=2NCCCC2C=C1 4-[cyclopropyl-[4-(5,6,7,8-tetrahydro-1,8-naphthyridin-2-yl)butyl]amino]-2-[[2-(4-fluorophenyl)-3-hydroxy-propanoyl]amino]butanoic acid